N[C@@H](C)C(=O)N[C@@H](C)C(=O)NCC(=O)O L-alanyl-L-alanylglycine